benzyl (S)-3-((((chloromethoxy) carbonyl) amino) methyl)-5-methylhexanoate ClCOC(=O)NC[C@H](CC(=O)OCC1=CC=CC=C1)CC(C)C